ClC1=C(C=CC(=C1)NCCOC)N1C=NC(=C1)C1=NC(=NC=C1C(F)(F)F)NC1CCN(CC1)S(=O)(=O)C 4-(1-(2-Chloro-4-((2-methoxyethyl)amino)phenyl)-1H-imidazol-4-yl)-N-(1-(methylsulfonyl)piperidin-4-yl)-5-(trifluoromethyl)pyrimidin-2-amine